ClC1=CC=C(C(=N1)C(=O)O)N[C@H](C)C=1C=C(C=C2C(C(=C(OC12)C1=C(C=C(C=C1)F)F)C)=O)C(F)(F)F 6-Chloro-3-[[(1R)-1-[2-(2,4-difluorophenyl)-3-methyl-4-oxo-6-(trifluoromethyl)-chromen-8-yl]ethyl]amino]pyridine-2-carboxylic acid